(2-(6-(4-methylpiperazin-1-yl)pyridin-2-yl)-1,6-naphthyridin-7-yl)methanamine CN1CCN(CC1)C1=CC=CC(=N1)C1=NC2=CC(=NC=C2C=C1)CN